methyl-3-(4-{2-[(4-{[6-(5-chloro-2-fluorophenyl)pyridazin-4-yl]amino}quinolin-7-yl)oxy]ethyl}piperazin-1-yl)propanoate COC(CCN1CCN(CC1)CCOC1=CC=C2C(=CC=NC2=C1)NC1=CN=NC(=C1)C1=C(C=CC(=C1)Cl)F)=O